1,1,1,3,3,3-Hexafluoropropan-2-yl 1-((tetrahydro-2H-pyran-4-yl)carbamoyl)-6-azaspiro[2.5]octane-6-carboxylate O1CCC(CC1)NC(=O)C1CC12CCN(CC2)C(=O)OC(C(F)(F)F)C(F)(F)F